NC1=C2C(=NC=N1)N(N=C2C2=CC=C(C(=O)NC)C=C2)C(CC)C2=NC1=CC(=C(C=C1C(N2C2CC2)=O)F)F 4-(4-amino-1-(1-(3-cyclopropyl-6,7-difluoro-4-oxo-3,4-dihydroquinazolin-2-yl)propyl)-1H-pyrazolo[3,4-d]pyrimidin-3-yl)-N-methylbenzamide